Oxopyrimidinyl-methyl-benzamid O=NC(C1=C(C(=CC=C1)C1=NC=CC=N1)C)=O